BrC=1C(=C(C2=C(N=C(N2)C2[C@H](O)[C@H](O)[C@H](O2)CO)C1)Cl)Cl bromodichlororibosyl-benzimidazole